FC1=C(C=CC(=C1)C(NC)=O)C=1N=C2SC3=C(N2C1)C=CC(=C3)NC(=O)C3CCNCC3 N-(2-(2-fluoro-4-(methylcarbamoyl)phenyl)benzo[d]imidazo[2,1-b]thiazol-7-yl)piperidine-4-carboxamide